2-amino-5-(3-fluorophenyl)thiazole-4-acetic acid hydrobromide Br.NC=1SC(=C(N1)CC(=O)O)C1=CC(=CC=C1)F